COC(=O)C1(CCC2(C(CC3=CC=CC=C23)CCCOS(=O)(=O)C)CC1)NC1=CC(=CC=C1)Cl (1r,4r)-4-(3-Chloroanilino)-2'-{3-[(methylsulfonyl)oxy]propyl}-2',3'-dihydrospiro[cyclohexane-1,1'-indene]-4-carboxylic acid methyl ester